(4-(3-(1-(5-ethoxypyrimidin-2-yl)piperidin-4-yl)propoxy)-2-fluorophenyl)acetic acid C(C)OC=1C=NC(=NC1)N1CCC(CC1)CCCOC1=CC(=C(C=C1)CC(=O)O)F